2-(2,6-Dioxopiperidin-3-yl)-4-((3-iodopropyl)amino)isoindoline-1,3-dione O=C1NC(CCC1N1C(C2=CC=CC(=C2C1=O)NCCCI)=O)=O